2,6-xylenol phosphate P(=O)(O)(O)OC=1C(=CC=CC1C)C